5-(2-(ethylamino)-7H-pyrrolo[2,3-d]pyrimidin-5-yl)-N-(pyridin-3-yl)pyrazolo[1,5-a]pyridine-3-carboxamide C(C)NC=1N=CC2=C(N1)NC=C2C2=CC=1N(C=C2)N=CC1C(=O)NC=1C=NC=CC1